CC1(OC[C@@H](O1)C(=O)OCC1=CC=CC=C1)C Benzyl (R)-2,2-dimethyl-1,3-dioxolane-4-carboxylate